CC1=NC(=NO1)C1=NC(=NC=C1)OC1=CC=C(C=C1)C(C)(C)C1=CC=C(OC2CC(C2)NC(OC(C)(C)C)=O)C=C1 tert-butyl ((1r,3r)-3-(4-(2-(4-((4-(5-methyl-1,2,4-oxadiazol-3-yl)pyrimidin-2-yl)oxy)phenyl)propan-2-yl)phenoxy)cyclobutyl)carbamate